ClC=1C=C(C=CC1C1=NNC2=NC(=CN=C21)N2C[C@@H]1[C@]([C@@H]1CC2)(C2=C(C=CC=C2)F)CN)C2=CC(=CC(=C2)F)F ((1S,6R,7R)-3-(3-(3-chloro-3',5'-difluoro-[1,1'-biphenyl]-4-yl)-1H-pyrazolo[3,4-b]pyrazin-6-yl)-7-(2-fluorophenyl)-3-azabicyclo[4.1.0]heptan-7-yl)methanamine